4-(4-(dimethylamino)piperidin-1-yl)-3-(pyrimidin-2-ylthio)benzonitrile CN(C1CCN(CC1)C1=C(C=C(C#N)C=C1)SC1=NC=CC=N1)C